CN(C(=O)N[C@H]1COC[C@@H]1C)[C@@H](C)C1=CC=NC=C1 |&1:5,9| 1-methyl-3-[(3RS,4RS)-4-methyltetrahydrofuran-3-yl]-1-[(1S)-1-(4-pyridyl)ethyl]urea